5-methoxy-2-[(3,5-dimethyl-4-methoxypyridinyl)methylsulfinyl]-1H-benzimidazole COC1=CC2=C(NC(=N2)S(=O)CC2=NC=C(C(=C2C)OC)C)C=C1